(1S,3S)-N-(6-(4-((3R,4R)-4-hydroxy-3-methyltetrahydrofuran-3-yl)piperazin-1-yl)-7-methylisoquinolin-3-yl)-5-oxaspiro[2.4]heptane-1-carboxamide O[C@@H]1[C@](COC1)(C)N1CCN(CC1)C=1C=C2C=C(N=CC2=CC1C)NC(=O)[C@H]1C[C@@]12COCC2